FC=1C(=C2C(=CC(=CC2=CC1)O)B1OC(C(O1)(C)C)(C)C)C#C[Si](C(C)C)(C(C)C)C(C)C 6-fluoro-4-(4,4,5,5-tetramethyl-1,3,2-dioxaborolan-2-yl)-5-{[tri(propan-2-yl)silyl]ethynyl}naphthalen-2-ol